1,2-dihydroxyphenyldodecyl methacrylate C(C(=C)C)(=O)OCCCCCCCCCCCCC1(C(C=CC=C1)O)O